(5-Chloro-1'-ethyl-1-methyl-1H,1'H-[3,3'-bipyrazol]-4-yl)(9-(3,3-dimethylbutyl)-3,9-diazaspiro[5.5]undecan-3-yl)methanone ClC1=C(C(=NN1C)C1=NN(C=C1)CC)C(=O)N1CCC2(CC1)CCN(CC2)CCC(C)(C)C